tert-Butyl 4-(4-(3-(cyclopropylethynyl)-5-(1-(5-fluoropyridin-2-yl)ethoxy)imidazo[1,2-a]pyridin-7-yl)-5-methyl-1H-1,2,3-triazol-1-yl)piperidine-1-carboxylate C1(CC1)C#CC1=CN=C2N1C(=CC(=C2)C=2N=NN(C2C)C2CCN(CC2)C(=O)OC(C)(C)C)OC(C)C2=NC=C(C=C2)F